ClC1=CN(C=C(C1=O)Cl)CC(=O)O 2-(3,5-dichloro-4-oxopyridin-1(4H)-yl)acetic acid